N-(5-((4-cyanophenyl)ethynyl)-4-isopropoxypyridin-2-yl)-7-formyl-3,4-dihydro-1,8-naphthyridine-1(2H)-carboxamide C(#N)C1=CC=C(C=C1)C#CC=1C(=CC(=NC1)NC(=O)N1CCCC2=CC=C(N=C12)C=O)OC(C)C